C12N(CC(C1)C2)C=2C=C(C=NC2)C=2N=NN(C2)CC=2N=C1N(C=C(C=C1)CNCC13CC(C1)(C3)F)C2 1-(2-((4-(5-(2-azabicyclo[2.1.1]hex-2-yl)pyridin-3-yl)-1H-1,2,3-triazol-1-yl)methyl)imidazo[1,2-a]pyridin-6-yl)-N-((3-fluorobicyclo[1.1.1]pentan-1-yl)methyl)methylamine